C(C=C)(=O)N.[Na] natrium acrylamid